NC1C(CC(CC1)NC1=CC=C(C=C1)C(C)(C)C)O 2-amino-5-((4-(tert-butyl)phenyl)amino)cyclohexane-1-ol